C(/C1=CC=CC=C1)=N\NC(=O)C=1C(=NC(=NC1)C1=NC=CC=C1)O (E)-N'-benzylidene-4-hydroxy-2-(pyridin-2-yl)pyrimidine-5-carbohydrazide